C1(CC1)C1=NOC(=N1)SC1=NOC2=C1C=CC(=C2C#CC=2C=NN1C=NC=CC12)C 3-((3-cyclopropyl-1,2,4-oxadiazol-5-yl)thio)-6-methyl-7-(pyrazolo[1,5-c]pyrimidin-3-ylethynyl)benzo[d]isoxazole